ClC12C(=O)OC(C1(CC(=C(C2)C)C)Cl)=O 1,2-dichloro-4,5-dimethyl-1,2,3,6-tetrahydrophthalic anhydride